C(C)(C)(C)C=1C=C(C=C(C1O)C(C)(C)C)CCC(=O)OCCSCCOC(CCC1=CC(=C(C(=C1)C(C)(C)C)O)C(C)(C)C)=O thiodiethylene bis[3-(3,5-di-tert-butyl-4-hydroxy-phenyl) propionate]